1,3-propanediol monoacetate C(C)(=O)OCCCO